C1(CC2C(CC1)O2)CC[SiH2]C(OC)OC β-(3,4-epoxycyclohexyl)ethyl-dimethoxymethylsilane